C(C)(C)(C)OC(N(C)C1C(CN(CC1)C1=CC=CC=2N(C(N(C21)C)=O)C2C(NC(CC2)=O)=O)F)=O [1-[1-(2,6-dioxo-3-piperidinyl)-3-methyl-2-oxo-benzoimidazol-4-yl]-3-fluoro-4-piperidinyl]-N-methyl-carbamic acid tert-butyl ester